(R)-5-(2-(dimethylamino)ethoxy)-N-(1-(3-(furan-3-yl)-5-(1-methyl-1H-pyrazol-4-yl)phenyl)ethyl)-2-methylbenzamide CN(CCOC=1C=CC(=C(C(=O)N[C@H](C)C2=CC(=CC(=C2)C=2C=NN(C2)C)C2=COC=C2)C1)C)C